(E)-3-(o-tolyl)-1-(2,3,4-trihydroxyphenyl)prop-2-en-1-one C1(=C(C=CC=C1)/C=C/C(=O)C1=C(C(=C(C=C1)O)O)O)C